C(C)(C)N1C[C@@H](CCC1)N1C(NC2=C1C=C(C(=C2)C=2C=C(C=1N(C2)N=CN1)OC)C)=O (R)-1-(1-Isopropylpiperidin-3-yl)-5-(8-methoxy-[1,2,4]triazolo[1,5-a]pyridin-6-yl)-6-methyl-1,3-dihydro-2H-benzo[d]imidazol-2-on